(1S,3R)-1-(4-bromo-2,6-difluoro-phenyl)-3-methyl-2-(2,2,2-trifluoroethyl)-1,3,4,9-tetrahydropyrido[3,4-b]indole BrC1=CC(=C(C(=C1)F)[C@@H]1N([C@@H](CC2=C1NC1=CC=CC=C21)C)CC(F)(F)F)F